5-[1-[4-(trifluoromethoxy)phenyl]cyclopropanecarbonyl]-4,6-dihydropyrrolo[3,4-c]pyrazole-4-carboxamide FC(OC1=CC=C(C=C1)C1(CC1)C(=O)N1CC2=NNC=C2C1C(=O)N)(F)F